bis[3-(tert-butoxycarbonylamino)propyl]-(2-tert-butoxy-2-oxo-ethyl)-(4-oxo-4-piperazin-1-yl-butyl)ammonium formate salt C(=O)[O-].C(C)(C)(C)OC(=O)NCCC[N+](CCCC(N1CCNCC1)=O)(CC(=O)OC(C)(C)C)CCCNC(=O)OC(C)(C)C